FC1=C(C=C(C(=C1)C=C1CN(C1)CCCF)F)C1=C(CCCC2=C1C=CC=C2)C2=C(C=C(C=C2)F)C 9-(2,5-Difluoro-4-((1-(3-fluoropropyl)azetidin-3-yliden)methyl)phenyl)-8-(4-fluoro-2-methylphenyl)-6,7-dihydro-5H-benzo[7]annulen